1-phenyl-1,3-pentanedione C1(=CC=CC=C1)C(CC(CC)=O)=O